ClC=1C=NC(=NC1)N1CCC(CC1)CCCOC1=CC(=C(C=C1)CC(=O)N1CC(C1)CCNC[C@@H]([C@@H]([C@@H](CO)O)O)O)F 2-[4-[3-[1-(5-chloropyrimidin-2-yl)-4-piperidyl]propoxy]-2-fluoro-phenyl]-1-[3-[2-[[(2S,3S,4R)-2,3,4,5-tetrahydroxypentyl]amino]ethyl]azetidin-1-yl]ethanone